OC(C)(C)C1CN(C1)C1=CC=C(C=N1)C1CN(C1)C(=O)OC(C)(C)C Tert-Butyl 3-[6-[3-(1-hydroxy-1-methyl-ethyl)azetidin-1-yl]-3-pyridyl]azetidine-1-carboxylate